BrC1=NC(=NN1COCC[Si](C)(C)C)C(=O)OC methyl 5-bromo-1-[[2-(trimethylsilyl)ethoxy]methyl]-1,2,4-triazole-3-carboxylate